perfluorodiethylamine FN(C(C(F)(F)F)(F)F)C(C(F)(F)F)(F)F